ClC=1C=C2CC(CC2=CC1)NC1=NC=C(C=N1)C(=O)NC(CO)C 2-((5-chloro-2,3-dihydro-1H-inden-2-yl)amino)-N-(1-hydroxypropan-2-yl)pyrimidine-5-carboxamide